1-(6-chloropyridin-3-yl)-3-[1-(4-methoxyphenyl)-5-oxopyrrolidin-3-yl]urea ClC1=CC=C(C=N1)NC(=O)NC1CN(C(C1)=O)C1=CC=C(C=C1)OC